C(C1=CC=CC=C1)OC=1C=C(OC[C@@H](CNCCOCCOCCOC2=C(C=C(C=C2)\C=C\C(CC(\C=C\C2=CC(=C(C=C2)O)OC)=O)=O)OC)O)C=CC1OCCC1=CC=CC=C1 (1E,6E)-1-(4-(2-(2-(2-(((R)-3-(3-(benzyloxy)-4-phenethoxyphenoxy)-2-hydroxypropyl)amino)ethoxy)ethoxy)ethoxy)-3-methoxyphenyl)-7-(4-hydroxy-3-methoxyphenyl)hepta-1,6-diene-3,5-dione